9-isopropoxy-7,7-dimethyl-3,4,7,8-tetrahydro-2H-cyclopenta[4,5]pyrrolo[1,2-a]pyrazin-1(6H)-one C(C)(C)OC=1C2=C(N3C1C(NCC3)=O)CC(C2)(C)C